1-(tert-Butyl)-3-(3-(tert-butylthio)phenyl)-5-methyl-pyrazol-4-ol C(C)(C)(C)N1N=C(C(=C1C)O)C1=CC(=CC=C1)SC(C)(C)C